N,N-dimethylbutylammonium methanesulfonate CS(=O)(=O)[O-].C[NH+](C)CCCC